ClC=1C(=CC=C2N=CC(=NC12)C=1C=NN(C1)CC1CC(C1)(O)C)OC=1C=CC2=C(N(C(=N2)C)COCC[Si](C)(C)C)C1F 3-((4-(8-Chloro-7-((7-fluoro-2-methyl-1-((2-(trimethylsilyl)ethoxy)methyl)-1H-benzo[d]imidazol-6-yl)oxy)quinoxalin-2-yl)-1H-pyrazol-1-yl)methyl)-1-methylcyclobutanol